BrC1=NC(=CC=C1)C(F)F 2-bromo-6-(difluoromethyl)pyridine